CN1N=CC(=C1)N(S(=O)(=O)NC(=O)NC=1C2=C(SC1C)CCC2)C2CCN(CC2)C 1-[(1-Methyl-1H-pyrazol-4-yl)(1-methylpiperidin-4-yl)sulfamoyl]-3-{2-methyl-4H,5H,6H-cyclopenta[b]thiophen-3-yl}urea